2-hydroxy-4-[4-(β-chloroethyl)butyrylamino]-1-aminobenzene OC1=C(C=CC(=C1)NC(CCCCCCl)=O)N